COC1=CC=C(C=C1)OC(CC)=O.C(CC)OC1=CC=C(C(C(=O)O)O)C=C1 4-propoxymandelic acid 4-methoxyphenylpropanoate